rac-(1r,2r,3s,4r,5s)-5-hydroxy-3-(1-methyl-3-(trifluoromethyl)-1H-pyrazol-5-yl)-N-(4-(trifluoromethyl)phenyl)-7-oxabicyclo[2.2.1]heptane-2-carboxamide O[C@@H]1[C@H]2[C@@H]([C@H]([C@@H](C1)O2)C(=O)NC2=CC=C(C=C2)C(F)(F)F)C2=CC(=NN2C)C(F)(F)F |r|